1,1'-(2,2-dimethylpropane-1,3-diyldisulfinyl)bis(N,N-diethylmethanamide) CC(CS(=O)C(=O)N(CC)CC)(CS(=O)C(=O)N(CC)CC)C